C1NCC[C@@H]2C=3C1=CC=CC3C3(CC2)CC3 (R)-2',3',4',4a',5',6'-Hexahydro-1'H-spiro[cyclopropan-1,7'-naphtho[1,8-cd]azepin]